C(C)OC=1C=C(C=CC1OC)[C@@H](CS(=O)(=O)C)N1C(C2=CC=CC(=C2C1=O)NC(CCCCC)=O)=O N-{2-[(1S)-1-(3-ethoxy-4-methoxyphenyl)-2-methylsulfonylethyl]-1,3-dioxo-2,3-dihydro-1H-isoindol-4-yl}hexanamide